tert-butyl 2-((7-bromo-5-((2-(2-ethoxy-2-oxoethyl)phenoxy)methyl)benzofuran-4-yl)oxy)acetate BrC1=CC(=C(C=2C=COC21)OCC(=O)OC(C)(C)C)COC2=C(C=CC=C2)CC(=O)OCC